2-(2,6-dichlorobenzamido)-3-(4-(4-((4,5-dihydrooxazol-2-yl)amino)butoxy)phenyl)propanoic acid ClC1=C(C(=O)NC(C(=O)O)CC2=CC=C(C=C2)OCCCCNC=2OCCN2)C(=CC=C1)Cl